4-(5-bromopyridin-3-yl)morpholine BrC=1C=C(C=NC1)N1CCOCC1